5-Ethyl-N-(4-ethylbenzo[d]isoxazol-3-yl)-2-methoxybenzenesulfonamide C(C)C=1C=CC(=C(C1)S(=O)(=O)NC1=NOC2=C1C(=CC=C2)CC)OC